BrC1=CC=CC(=N1)OCC1=CC=C(C#N)C=C1 4-(((6-bromopyridin-2-yl)oxy)methyl)benzonitrile